(1R)-1-[5-(2-methylphenyl)-1,2,4-oxadiazol-3-yl]-6-azaspiro[2.5]octane-6-sulfonamide CC1=C(C=CC=C1)C1=NC(=NO1)[C@@H]1CC12CCN(CC2)S(=O)(=O)N